6-benzyloxindole-3-carbaldehyde C(C1=CC=CC=C1)C1=CC=C2C(C(NC2=C1)=O)C=O